2-[(2R)-3-(3,4-dihydro-1H-isoquinolin-2-yl)-2-hydroxy-propyl]-6-[(2-hydroxy-2-methylpropyl)amino]-3,4-dihydroisoquinolin-1-one C1N(CCC2=CC=CC=C12)C[C@H](CN1C(C2=CC=C(C=C2CC1)NCC(C)(C)O)=O)O